(1R,5S)-8-(2,4-dimethoxybenzyl)-3,8-diazabicyclo[3.2.1]oct-6-ene trifluoroacetate FC(C(=O)O)(F)F.COC1=C(CN2[C@H]3CNC[C@@H]2C=C3)C=CC(=C1)OC